7-((2-methoxy-1-(pyrimidin-2-yl)ethyl)amino)-6-(6-methoxy-1H-benzo[d]imidazol-2-yl)-2-methyl-2H-pyrazolo[4,3-b]pyridin-5(4H)-one COCC(C1=NC=CC=N1)NC=1C=2C(NC(C1C1=NC3=C(N1)C=C(C=C3)OC)=O)=CN(N2)C